COC(C1=C(C=CC=C1)C1=CC=2N(C=C1)C(=NC2)\C=C\C2=NC=CC=C2)=S 2-[3-[(E)-2-(2-pyridyl)vinyl]imidazo[1,5-a]pyridin-7-yl]thiobenzoic acid methyl ester